[2-[[(2R)-2-[[(2R)-2-amino-3-phenyl-propionyl]amino]-4-cyclopropyl-butyryl]amino]hexanoyl]piperidine-4-carboxylic acid trifluoroacetate FC(C(=O)O)(F)F.N[C@@H](C(=O)N[C@@H](C(=O)NC(C(=O)N1CCC(CC1)C(=O)O)CCCC)CCC1CC1)CC1=CC=CC=C1